(2S,3R,4R,5S,6R)-2-(3-((5-(4-fluorophenyl)thiophen-2-yl)methyl)-4-(hydroxymethyl)phenyl)-6-(hydroxymethyl)tetrahydro-2H-pyran-3,4,5-triol FC1=CC=C(C=C1)C1=CC=C(S1)CC=1C=C(C=CC1CO)[C@@H]1O[C@@H]([C@H]([C@@H]([C@H]1O)O)O)CO